FC1=C(N=C(C2=C1N=C(N=C2N2C[C@@](CCC2)(O)C)S(=O)(=O)C)C)C2=CC(=CC1=CC=C(C(=C21)C#C[Si](C(C)C)(C(C)C)C(C)C)F)OCOC (R)-1-(8-fluoro-7-(7-fluoro-3-(methoxymethoxy)-8-((Triisopropylsilyl)ethynyl)naphth-1-yl)-5-methyl-2-(methylsulfonyl)pyrido[4,3-d]pyrimidin-4-yl)-3-methyl-Piperidin-3-ol